CC1(OCCCO1)C 2,2-dimethyl-[1,3]dioxan